[Na+].S(=O)(=O)([O-])[O-].[Na+] sodium sulfate-sodium salt